ClC=1C(=CC(N(N1)C(F)F)=O)OC 6-Chloro-2-(difluoromethyl)-5-methoxypyridazin-3(2H)-one